[N+](=[N-])=CC(CC[C@@H](C(=O)OC(C)C)NC([C@@H](C(C)=O)O)=O)=O isopropyl (S)-6-diazo-2-((R)-2-hydroxy-3-oxobutanamido)-5-oxohexanoate